N-[(6-Amino-2-pyridyl)sulfonyl]-6-(4-chloro-3-isobutoxyphenyl)-2-(4-methyl-1-piperidyl)pyridin-3-carboxamid NC1=CC=CC(=N1)S(=O)(=O)NC(=O)C=1C(=NC(=CC1)C1=CC(=C(C=C1)Cl)OCC(C)C)N1CCC(CC1)C